1-(4-(1-hydroxycyclopropyl)phenyl)-3-(4-methoxyphenyl)-7-((2,2,2-trifluoroethyl)((2-(trimethylsilyl)ethoxy)methyl)amino)-3,4-dihydropyrimido[4,5-d]pyrimidin-2(1H)-one OC1(CC1)C1=CC=C(C=C1)N1C(N(CC=2C1=NC(=NC2)N(COCC[Si](C)(C)C)CC(F)(F)F)C2=CC=C(C=C2)OC)=O